C1(=CC=C(C=C1)CCC=O)C(C)C 3-p-Cumenylpropionaldehyd